OC1CC(C1)CN1CCC2=C1N=NC(=C2)C2=C(C=C(C=C2C)C(F)(F)F)O 2-(7-(((1s,3s)-3-hydroxycyclobutyl)methyl)-6,7-dihydro-5H-pyrrolo[2,3-c]pyridazin-3-yl)-3-methyl-5-(trifluoromethyl)phenol